hafnium oxide silver [Ag+].[O-2].[Hf+4]